C1(CC1)C(CP(O)(=O)C)C1=CC(=CC=C1)OC(C1=C(C=C(C(=C1)CN(C(C)C)C(C)C)C1=CC(=NC=C1F)OC)C)=O (2-cyclopropyl-2-(3-((5-((diisopropylamino)methyl)-4-(5-fluoro-2-methoxypyridin-4-yl)-2-methylbenzoyl)oxy)phenyl)ethyl)(methyl)phosphinic acid